IC#CCOCC#CI 3-iodo-2-propynylether